N-(1-(tert-butyl)-6-(difluoromethoxy)-1H-benzo[d]imidazol-2-yl)-3-cyclopropyl-3-methylbutanamide C(C)(C)(C)N1C(=NC2=C1C=C(C=C2)OC(F)F)NC(CC(C)(C)C2CC2)=O